OC(C(=O)[O-])C(C(=O)C1=NC=C(C=C1OC)C(F)(F)F)C 2-hydroxy-4-(3-methoxy-5-(trifluoromethyl)pyridin-2-yl)-3-methyl-4-oxobutyrate